1-(8-chloro-7,9-dimethyl-pyrido[3',2':4,5]thieno[3,2-d]pyrimidin-4-yl)azetidine-3-carbonitrile hydrochloride Cl.ClC1=C(C2=C(SC3=C2N=CN=C3N3CC(C3)C#N)N=C1C)C